(1-methyl-1H-pyrazol-5-yl)methanol CN1N=CC=C1CO